bis(2-fluoroethyl)amine hydrochloride Cl.FCCNCCF